ClC1=NC(=NC(=C1)NC1=NNC(=C1)C)NC1CC2CCC(C1)N2C(=O)OC(C)(C)C Tert-butyl (3-exo)-3-((4-chloro-6-((5-methyl-1H-pyrazol-3-yl) amino) pyrimidin-2-yl) amino)-8-azabicyclo[3.2.1]octane-8-carboxylate